methyl (5-methoxy-1H-indol-2-yl)benzoate COC=1C=C2C=C(NC2=CC1)C1=C(C(=O)OC)C=CC=C1